({6-[(1,3-benzothiazol-2-yl)amino]-4-(hydroxymethyl)-5-methylpyridin-3-yl}amino)-1,3-thiazole-4-carboxylic acid S1C(=NC2=C1C=CC=C2)NC2=C(C(=C(C=N2)NC=2SC=C(N2)C(=O)O)CO)C